5-(3-cyanophenyl)-1-isopropyl-6-methyl-4-oxo-1,4-dihydropyridine-3-carboxamide C(#N)C=1C=C(C=CC1)C=1C(C(=CN(C1C)C(C)C)C(=O)N)=O